1-benzylpyrrolidine-2,4-dione C(C1=CC=CC=C1)N1C(CC(C1)=O)=O